[1-[[2,2-dimethyl-3-[[(2R,4S)-2-(trifluoromethyl)chroman-4-yl]carbamoyl]cyclopropyl]-pyridin-1-ium-3-yl-methyl]-4,4-dimethyl-6-oxo-hexahydropyrimidin-2-ylidene]ammonium CC1(C(C1C(N[C@H]1C[C@@H](OC2=CC=CC=C12)C(F)(F)F)=O)C(N1C(NC(CC1=O)(C)C)=[NH2+])C=1C=[NH+]C=CC1)C